N-[2-(5-fluoro-1H-indol-3-yl)ethyl]-5-[(4-fluorophenyl)methyl]isoxazole-3-carboxamide tert-butyl-3',3'-difluoro-6-nitro-2H-spiro[benzofuran-3,4'-piperidine]-1'-carboxylate C(C)(C)(C)OC(=O)N1CC(C2(CC1)COC1=C2C=CC(=C1)[N+](=O)[O-])(F)F.FC=1C=C2C(=CNC2=CC1)CCNC(=O)C1=NOC(=C1)CC1=CC=C(C=C1)F